NC1=C(C=C(C=N1)NC(C(=O)N1C(CC[C@@H](C1)C)C=1C=CC2=C(OC3(CC3)C(N2)=O)C1)=O)CC N-(6-amino-5-ethylpyridin-3-yl)-2-((5S)-5-methyl-2-(3-oxo-3,4-dihydrospiro[benzo[b][1,4]oxazin-2,1'-cyclopropan]-7-yl)piperidin-1-yl)-2-oxoacetamide